FC=1C=C(C#N)C=CC1N1CC(N([C@]2(CCN(C2)C(=O)C2COC2)C1=O)CC1=CC=C(C=C1)C(F)(F)F)=O (S)-3-fluoro-4-(2-(oxetane-3-carbonyl)-7,10-dioxo-6-(4-(trifluoromethyl)benzyl)-2,6,9-triazaspiro[4.5]decan-9-yl)benzonitrile